FC1=C(C(=CC=2NC(=NC21)C(F)(F)F)F)C#CC2=NN(C(=C2C(=O)N)NC)[C@@H]2CN([C@H](C2)COC)C(C=C)=O 3-[2-[4,6-difluoro-2-(trifluoromethyl)-1H-1,3-benzodiazol-5-yl]ethynyl]-1-[(3S,5R)-5-(methoxymethyl)-1-(prop-2-enoyl)pyrrolidin-3-yl]-5-(methylamino)pyrazole-4-carboxamide